C(C1=CC=CC=C1)O[C@](C(F)(F)F)(CCCCCC[C@@H](C)O)C1=NN=C(O1)C1=NC(=C(C=C1NC(OC(C)(C)C)=O)C(F)(F)F)S(=O)(=O)C tert-Butyl (2-(5-((2R,9R)-2-(benzyloxy)-1,1,1-trifluoro-9-hydroxydecan-2-yl)-1,3,4-oxadiazol-2-yl)-6-(methylsulfonyl)-5-(trifluoromethyl)pyridin-3-yl)carbamate